Methyl 2-(4-bromopyridin-2-yl)-2-methylpropionate BrC1=CC(=NC=C1)C(C(=O)OC)(C)C